CC1=C(NC(=O)OC(C)(C)C)C=C(C=C1)Br 2-methyl-5-bromo-N-Bocaniline